CC1(C[C@H](C2=C(C=CC=C12)NC(=O)C=1C=NC=CC1)C)C N-((3R)-1,1,3-trimethylindan-4-yl)pyridine-3-carboxamide